(S)-2-(1-(4-(3-amino-5-(4-amino-2-chloro-4,6-dihydrospiro[cyclopenta[d]thiazole-5,4'-piperidin]-1'-yl)pyrazin-2-ylsulfanyl)-3-chloropyridin-2-yl)azetidin-3-yl)propan-2-ol NC=1C(=NC=C(N1)N1CCC2(CC1)CC1=C(N=C(S1)Cl)[C@H]2N)SC2=C(C(=NC=C2)N2CC(C2)C(C)(C)O)Cl